methyl 2-(6-{6-[(4-cyano-2-fluorobenzyl) oxy] pyridin-2-yl}-6-azaspiro[2.5]oct-1-yl)-1-[(2S)-oxetan-2-ylmethyl]-1H-benzimidazole-6-carboxylate C(#N)C1=CC(=C(COC2=CC=CC(=N2)N2CCC3(CC3C3=NC4=C(N3C[C@H]3OCC3)C=C(C=C4)C(=O)OC)CC2)C=C1)F